BrC1CCN(CC1)C1=CC=C(C=C1)B1OC(C(O1)(C)C)(C)C 4-bromo-1-(4-(4,4,5,5-tetramethyl-1,3,2-dioxaborolan-2-yl)phenyl)piperidine